3-(4-chloro-2-fluoro-5-methylphenyl)-5-trifluoromethyl-1H-pyrazole ClC1=CC(=C(C=C1C)C1=NNC(=C1)C(F)(F)F)F